rac-(1S*,2S*)-2-(3-amino-5-chlorophenyl)-N-(6-(((6-cyclopropylimidazo[1,2-a]pyridin-2-yl)methyl)amino)pyrimidin-4-yl)cyclopropane-1-carboxamide NC=1C=C(C=C(C1)Cl)[C@@H]1[C@H](C1)C(=O)NC1=NC=NC(=C1)NCC=1N=C2N(C=C(C=C2)C2CC2)C1 |r|